ClCC(=O)N1CCC(CC1)(C1=CC=C(C=C1)C(F)(F)F)O 2-chloro-1-[4-hydroxy-4-[4-(trifluoromethyl)phenyl]-1-piperidinyl]ethanone